NC=1NC(C=2N(C(N(C2N1)[C@@H]1O[C@@H](C[C@H]1O)CO)=O)CC=1C=C(C#N)C=CC1)=O 3-((2-Amino-9-((2R,3R,5S)-3-hydroxy-5-(hydroxymethyl)tetrahydrofuran-2-yl)-6,8-dioxo-1,6,8,9-tetrahydro-7H-purin-7-yl)methyl)benzonitril